FC(OC=1C=C(C=CC1F)C=1C=C(C=NC1)CN1C(O[C@@H](C1)CN1CCOCC1)=O)F |r| (R/S)-3-[[5-[3-(Difluoromethoxy)-4-fluoro-phenyl]-3-pyridyl]methyl]-5-(morpholinomethyl)oxazolidin-2-one